((5-(4-fluorophenyl)thiophen-2-yl)methyl)furan FC1=CC=C(C=C1)C1=CC=C(S1)CC=1OC=CC1